(2S,3S,5S,6S,7S,8S)-4-((S)-6-(2-chloro-3,4-difluorophenyl)-5-(ethoxycarbonyl)-2-(thiazol-2-yl)-3,6-dihydropyrimidin-4-yl)cubane-1-carboxylic acid ClC1=C(C=CC(=C1F)F)[C@@H]1C(=C(NC(=N1)C=1SC=CN1)C12C3C4C5(C(C14)C2C53)C(=O)O)C(=O)OCC